BrC1=C(C(=C(C2=NSN=C21)Br)OC)OC 4,7-dibromo-5,6-dimethoxybenzo[c]-1,2,5-thiadiazole